F[C@@H]1CN(CCC1)C1=C(C=C2C(=N1)N=C(S2)N2CCOCC2)[N+](=O)[O-] (S)-4-(5-(3-fluoropiperidin-1-yl)-6-nitrothiazolo[4,5-b]pyridin-2-yl)morpholine